COC(CCCCCCCNC(C(=O)O)=O)=O 2-((8-methoxy-8-oxooctyl)amino)-2-oxoacetic acid